(R)-1-((1-(2-cyanoacetyl)piperidin-3-yl)oxy)-4-(1-cyclopentyl-1H-pyrazol-4-yl)-7-isopropoxyisoquinoline-6-carboxamide C(#N)CC(=O)N1C[C@@H](CCC1)OC1=NC=C(C2=CC(=C(C=C12)OC(C)C)C(=O)N)C=1C=NN(C1)C1CCCC1